3-ethyl-5-(piperidin-4-yl)-1H-indole C(C)C1=CNC2=CC=C(C=C12)C1CCNCC1